N-methyl-3-(6-(piperidin-3-yl)pyridin-2-yl)pyrazolo[1,5-a]pyridin-5-amine CNC1=CC=2N(C=C1)N=CC2C2=NC(=CC=C2)C2CNCCC2